C(C1CO1)OCCC[SiH2]C(OC(C)=O)OC(C)=O γ-glycidoxypropyl-diacetoxymethylsilane